(Z)-S-(2-(N-((4-amino-2-methylpyrimidin-5-yl)methyl)formamido)-5-hydroxypent-2-en-3-yl) 8-methylnaphthalene-1-carbothioate CC=1C=CC=C2C=CC=C(C12)C(S\C(=C(\C)/N(C=O)CC=1C(=NC(=NC1)C)N)\CCO)=O